CN1N=CC=C1C(=O)N[C@@H]1CCC2=CC(=CC=C12)C=1C=NC(=CC1)C (R)-1-methyl-N-(5-(6-methylpyridin-3-yl)-2,3-dihydro-1H-inden-1-yl)-1H-pyrazole-5-carboxamide